N(=[N+]=[N-])\C(\C(=O)OCC)=C/C=1OC=CC1 Ethyl (Z)-2-azido-3-(furan-2-yl)acrylate